ClC1=C(C=C(C=C1)N(C(=O)[C@H]1NS(N(C1)CCC)(=O)=O)C)C (3S)-N-(4-chloro-3-methylphenyl)-N-methyl-1,1-dioxo-5-propyl-1,2,5-thiadiazolidine-3-carboxamide